5-[[2-fluoro-5-(1-methylpyrazol-3-yl)-4-(trifluoromethyl)benzoyl]amino]-4-(2-pyridyl)pyridine-3-carboxamide FC1=C(C(=O)NC=2C(=C(C=NC2)C(=O)N)C2=NC=CC=C2)C=C(C(=C1)C(F)(F)F)C1=NN(C=C1)C